C(C)(C)(C)OC(=O)N[C@H](C(=O)O)CC1=CC=CC=C1 (S)-2-(t-butoxycarbonylamino)-3-phenylpropionic acid